(4-chloro-3-fluorophenyl)-1,3,4-oxadiazole ClC1=C(C=C(C=C1)C=1OC=NN1)F